7-(8-chloronaphthalen-1-yl)-2-((hexahydro-1H-pyrrolizin-7a-yl)methoxy)-N-methyl-N-(2-(vinylsulfonyl)ethyl)-5,6,7,8-tetrahydropyrido[3,4-d]pyrimidin-4-amine ClC=1C=CC=C2C=CC=C(C12)N1CC=2N=C(N=C(C2CC1)N(CCS(=O)(=O)C=C)C)OCC12CCCN2CCC1